The molecule is a nitrate ester and a glucitol derivative. It has a role as a vasodilator agent and a nitric oxide donor. C1[C@H]([C@@H]2[C@H](O1)[C@H](CO2)O[N+](=O)[O-])O[N+](=O)[O-]